{6-bromoimidazo[1,2-a]pyridin-2-yl}-1-methylpiperidine BrC=1C=CC=2N(C1)C=C(N2)C2N(CCCC2)C